ClC1=CC(=C(C=N1)CO)NCCCN1CCCCC1 (6-chloro-4-((3-(piperidin-1-yl)propyl)amino)pyridine-3-yl)methanol